O=C1NCCCC12CCN(CC2)CCOC=2C=CC=1N(C2)N=CC1C#N 6-(2-(1-oxo-2,9-diazaspiro[5.5]undecan-9-yl)ethoxy)pyrazolo[1,5-a]pyridine-3-carbonitrile